BrC=1C=C(C=2N(C1)N=C1C2C=NN1)OCC1=CC=C(C=C1)OC 6-bromo-4-(4-methoxybenzyloxy)-1H-pyrazolo[3',4':3,4]pyrazolo[1,5-a]pyridine